OCCC1(N)CC2=C(C=C1)OCO2 1-beta-Hydroxy-ethyl-3,4-methylendioxyanilin